bis(4-(ethyl-n-butylamino)phenyl)methanone C(C)N(C1=CC=C(C=C1)C(=O)C1=CC=C(C=C1)N(CC)CCCC)CCCC